CC1(C=NOC1)C 4,5-dihydro-4,4-dimethylisoxazole